2-((8-(3-aminopiperidin-1-yl)-7-(but-2-yn-1-yl)-3-methyl-2,6-dioxo-2,3,6,7-tetrahydro-1H-purin-1-yl)methyl)-5-chlorobenzoic acid isopropyl ester C(C)(C)OC(C1=C(C=CC(=C1)Cl)CN1C(N(C=2N=C(N(C2C1=O)CC#CC)N1CC(CCC1)N)C)=O)=O